O=C1NC(CCC1N1C(C2=CC=CC(=C2C1)NCCCC(=O)N1CCN(CC1)C1=CC=C(N=N1)C(=O)N1CCC(CC1)CCCCNC(\C=C\C=1C=NC=CC1)=O)=O)=O (E)-N-(4-(1-(6-(4-(4-((2-(2,6-dioxopiperidin-3-yl)-1-oxoisoindoline-4-yl)amino)butanoyl)piperazin-1-yl)pyridazin-3-carbonyl)piperidin-4-yl)butyl)-3-(pyridin-3-yl)acrylamide